C(#C)C=1C=C(CNC(OC(C)(C)C)=O)C=CC1 tert-butyl (3-ethynyl benzyl)carbamate